1-(2-(benzyloxy)-5-fluorophenyl)-cyclopropan-1-amine C(C1=CC=CC=C1)OC1=C(C=C(C=C1)F)C1(CC1)N